N-(4-((2-(1,1-difluoroethyl)-6-(5-methylpyridin-3-yl)pyrimidin-4-yl)amino)-5-ethoxypyridin-2-yl)acetamide FC(C)(F)C1=NC(=CC(=N1)NC1=CC(=NC=C1OCC)NC(C)=O)C=1C=NC=C(C1)C